C(C=C(C)C)C1=C2C(C(=C(OC2=CC=C1)C1=CC=CC=C1)O)=O prenyl-flavonol